ClC1=CC(=CS1)OCCC(C)(C)O 5-chloro-3-(3-hydroxy-3-methylbutoxy)thiophene